Methyl (E)-5-(3-(((2-(N-(2-aminoethyl) benzamido) ethyl) carbamoyl) oxy) prop-1-en-1-yl)-2-nitrobenzoate NCCN(C(C1=CC=CC=C1)=O)CCNC(=O)OC/C=C/C=1C=CC(=C(C(=O)OC)C1)[N+](=O)[O-]